NC1=NC2=CC(=CC(=C2C=C1Cl)F)C[C@@H]1CC[C@]2([C@@H]1O[C@H]([C@@H]2O)N2C=CC1=C2N=CN=C1N)O (2R,3R,3aS,6S,6aR)-6-[(2-amino-3-chloro-5-fluoroquinolin-7-yl)methyl]-2-(4-amino-7H-pyrrolo[2,3-d]pyrimidin-7-yl)hexahydro-3aH-cyclopenta[b]furan-3,3a-diol